N-(3-chloro-2-fluorophenyl)-7-cyclopropoxy-6-(1-(4-(difluorometh-yl)phenyl)-ethoxy)quinazolin-4-amine ClC=1C(=C(C=CC1)NC1=NC=NC2=CC(=C(C=C12)OC(C)C1=CC=C(C=C1)C(F)F)OC1CC1)F